2-({4-[2-(4-chloro-2-fluorophenyl)-2-methyl-1,3-benzodioxol-4-yl]piperidin-1-yl}methyl)-1-[2-(2-methyl-1H-imidazol-1-yl)ethyl]-1H-benzimidazole-6-carboxylic acid ClC1=CC(=C(C=C1)C1(OC2=C(O1)C=CC=C2C2CCN(CC2)CC2=NC1=C(N2CCN2C(=NC=C2)C)C=C(C=C1)C(=O)O)C)F